BrC1=CC=C(C=C1)NC(=S)NC1=CC=C(C=C1)Br N,N'-bis(4-bromophenyl)thiourea